C1=C(C=CC2=CC=CC=C12)C=1OC2=C(N1)C=C(C=C2)CC2C(N(C(S2)=O)C(=O)[O-])=O 5-([2-(2-naphthyl)-benzoxazol-5-yl]-methyl)thiazolidine-2,4-dioneAt